spiro[3H-furo[3,4-c]pyridine-1,3'-tetrahydropyran]-6-carboxylic acid O1CC2(CCC1)OCC=1C=NC(=CC12)C(=O)O